BrC=1C(=CC(=NC1)OC(F)F)C(C)(C)O 2-(5-bromo-2-(difluoromethoxy)pyridin-4-yl)propan-2-ol